3-(azidomethyl)-5-chloro-1H-indole N(=[N+]=[N-])CC1=CNC2=CC=C(C=C12)Cl